CN(C=1C=C(C=CC1)[C@H]1N(CCCC1)C(C(=O)NC1=NC=CC=C1C(=O)N)=O)C [[2-[(2S)-2-[3-(dimethylamino)phenyl]-1-piperidyl]-2-oxo-acetyl]amino]pyridine-3-carboxamide